C(#N)C1=C(N=C2N(C1=O)C=C(C=C2[C@@H](C)NC2=C(C(=O)O)C=CC=C2)C)NC[C@H]2COCC2 2-(((R)-1-(3-cyano-7-methyl-4-oxo-2-((((S)-tetrahydrofuran-3-yl)methyl)amino)-4H-pyrido[1,2-a]pyrimidin-9-yl)ethyl)amino)benzoic acid